2-(4-((2-methoxy-2-methylpropyl)amino)pyrido[3,4-d]pyridazin-1-yl)-5-(trifluoromethoxy)phenol COC(CNC=1N=NC(=C2C1C=NC=C2)C2=C(C=C(C=C2)OC(F)(F)F)O)(C)C